(Z)-Pent-2-en-1-yl-4-((2-(4-(N-(2-(dinonylamino)ethyl)-N-nonylglycyl)piperazin-1-yl)-2-oxoethyl)(nonyl)amino)butanoate C(\C=C/CC)OC(CCCN(CCCCCCCCC)CC(=O)N1CCN(CC1)C(CN(CCCCCCCCC)CCN(CCCCCCCCC)CCCCCCCCC)=O)=O